2-Methyl-5-trifluoromethyl-oxazole-4-carboxylic acid [5-(1-methyl-2-oxo-1,2,3,4-tetrahydro-quinolin-6-yl)-pyridin-3-ylmethyl]-amide CN1C(CCC2=CC(=CC=C12)C=1C=C(C=NC1)CNC(=O)C=1N=C(OC1C(F)(F)F)C)=O